C(C)(=O)C1=C(C(=C(C(=C1C)C(=O)O)C(=O)O)N)C(=O)O 5-acetyl-3-amino-6-methyl-benzene-1,2,4-tricarboxylic acid